C1CCC2=C(C=3CCCC3C=C12)NC(=O)NS(=O)(=N)\C=C\[C@@H]1N(CCC1)C([2H])([2H])[2H] (E)-N-((1,2,3,5,6,7-hexahydro-s-indacen-4-yl)carbamoyl)-2-((R)-1-(methyl-d3)pyrrolidin-2-yl)ethene-1-sulfonimidamide